6-bromo-8-chloro-2,2-dimethyl-2,3-dihydrobenzo[b][1,4]dioxine BrC1=CC2=C(OC(CO2)(C)C)C(=C1)Cl